COC(C1=CC(=NC(=C1)N1CC(OCC1)C=1C=NN(C1)C)C1=C(C=C(C=C1)Cl)F)=O 2-(4-chloro-2-fluoro-phenyl)-6-[2-(1-methylpyrazol-4-yl)morpholino]isonicotinic acid methyl ester